N-(7-fluoro-6-(1-methyl-1H-pyrazol-4-yl)isoquinolin-3-yl)-2-(4-methylpiperazin-1-yl)acetamide cerium neodymium lanthanum manganese [Mn].[La].[Nd].[Ce].FC1=C(C=C2C=C(N=CC2=C1)NC(CN1CCN(CC1)C)=O)C=1C=NN(C1)C